2-((4-chlorobenzyl)disulfanyl)-6-methoxybenzo[d]thiazole ClC1=CC=C(CSSC=2SC3=C(N2)C=CC(=C3)OC)C=C1